C(C)(C)[C@H]1COCC(N1)=O (S)-5-Isopropylmorpholin-3-one